hydroxyimino-(4-methylsulfonyl-phenyl)-acetic acid ethyl ester C(C)OC(C(C1=CC=C(C=C1)S(=O)(=O)C)=NO)=O